2-((1-(4,4-dimethyl-2,6-dioxocyclohexylidene)ethyl)amino)propanoic acid CC1(CC(C(C(C1)=O)=C(C)NC(C(=O)O)C)=O)C